Tert-butyl (R)-4-(4-(((6S,9S)-9-(methoxycarbonyl)-2,2,3,3-tetramethyl-7,12-dioxo-4,11-dioxa-8-aza-3-silatridecan-6-yl)carbamoyl)thiazol-2-yl)-2-methylpiperazine-1-carboxylate COC(=O)[C@@H](NC([C@H](CO[Si](C(C)(C)C)(C)C)NC(=O)C=1N=C(SC1)N1C[C@H](N(CC1)C(=O)OC(C)(C)C)C)=O)COC(C)=O